2-(benzofuran-3-yl)-1-(R)-((3-acetylphenyl)methylsulfonylamino)ethylboronic acid O1C=C(C2=C1C=CC=C2)C[C@H](NS(=O)(=O)CC2=CC(=CC=C2)C(C)=O)B(O)O